silicon aluminum magnesium silicon [Si].[Mg].[Al].[Si]